tert-butyl (S)-4-(7-(3-chlorophenyl)-5-formamido-7H-pyrrolo[2,3-d]pyrimidin-4-yl)-3-methylpiperazine-1-carboxylate ClC=1C=C(C=CC1)N1C=C(C2=C1N=CN=C2N2[C@H](CN(CC2)C(=O)OC(C)(C)C)C)NC=O